C1(CCCCC1)NC(OC1=CC(=CC=C1)C=1C=NC=C(C1)C1=NC=NO1)=O 3-(5-(1,2,4-oxadiazol-5-yl)pyridin-3-yl)phenyl cyclohexylcarbamate